1-[(2-Ethyl-6-methyl-phenyl)carbamothioyl]-3-[2-[1-[1-[4-(trifluoromethoxy)phenyl]-1,2,4-triazol-3-yl]-4-piperidyl]ethyl]urea C(C)C1=C(C(=CC=C1)C)NC(=S)NC(=O)NCCC1CCN(CC1)C1=NN(C=N1)C1=CC=C(C=C1)OC(F)(F)F